8-chloro-1-(2,6-dichlorophenyl)-5-(3-(2,3-dihydroxypropoxy)-2-hydroxypropoxy)-2-methyl-1,6-naphthyridin-4(1H)-one ClC=1C=NC(=C2C(C=C(N(C12)C1=C(C=CC=C1Cl)Cl)C)=O)OCC(COCC(CO)O)O